(4-(2-fluorophenyl)piperazin-1-yl)(quinolin-3-yl)methanone FC1=C(C=CC=C1)N1CCN(CC1)C(=O)C=1C=NC2=CC=CC=C2C1